((6-hydroxyhexyloxy)carbonyl)furan-2-carboxylic acid OCCCCCCOC(=O)C1=C(OC=C1)C(=O)O